(R)-3-(8-(4-fluorophenyl)-6-azaspiro[3.4]octane-6-carbonyl)-1,2,4-oxadiazol-5(4H)-one FC1=CC=C(C=C1)[C@H]1CN(CC12CCC2)C(=O)C2=NOC(N2)=O